CC(C)(C)S(=O)/N=C/C1=CC=C(C=C1)C(F)(F)F (E)-2-methyl-N-(4-(trifluoromethyl)benzylidene)propane-2-sulfinamide